Methyl (2Z)-4-[(2,6-dimethoxyphenyl)amino]-4-oxobut-2-enoate COC1=C(C(=CC=C1)OC)NC(\C=C/C(=O)OC)=O